2-(4-chloro-3-fluorophenoxy)-N-[(3s,5r)-5-[5-(4-chlorophenyl)-1,3,4-oxadiazol-2-yl]pyrrolidin-3-yl]acetamide ClC1=C(C=C(OCC(=O)N[C@@H]2CN[C@H](C2)C=2OC(=NN2)C2=CC=C(C=C2)Cl)C=C1)F